(5-((2-chlorophenoxy)methyl)pyridin-2-yl)(4-fluoropiperidin-1-yl)methanone ClC1=C(OCC=2C=CC(=NC2)C(=O)N2CCC(CC2)F)C=CC=C1